C(#N)[C@@H]1CN(C[C@H]1C1=CC(NC=C1)=O)C(=O)[C@@H]1CC[C@H]2N1C([C@H](CCCC2)NC(=O)C2=CC1=C(S2)C=CC=C1)=O 2-(((3S,6S,10aS)-3-((3S,4R)-3-cyano-4-(2-oxo-1,2-dihydropyridin-4-yl)pyrrolidine-1-carbonyl)-5-oxodecahydropyrrolo[1,2-a]azocin-6-yl)carbamoyl)benzo[b]thiophen